6-chloro-3-(ethylsulfonyl)picolinic acid ClC1=CC=C(C(=N1)C(=O)O)S(=O)(=O)CC